1-(3,4-Dimethoxyphenyl)-3-(isoindolin-2-yl)propan-1-one COC=1C=C(C=CC1OC)C(CCN1CC2=CC=CC=C2C1)=O